[C@]1(CC=CC2=CC=CC=C12)(C1=CC=CC2=CC=CC=C12)O 1R-binaphthol